decalin-1,5-dimethanol C1(CCCC2C(CCCC12)CO)CO